NC=1C=C(C(=O)NC2CCC(CC2)C)C=CC1 3-amino-N-(4-methylcyclohexyl)benzamide